N-[[2-(2-azabicyclo[2.1.1]hex-2-ylmethyl)-1H-indol-6-yl]methyl]-4-oxo-pyrido[1,2-a]pyrimidine-2-carboxamide C12N(CC(C1)C2)CC=2NC1=CC(=CC=C1C2)CNC(=O)C=2N=C1N(C(C2)=O)C=CC=C1